BrC=1C=C(C=CC1)C1=NC(=NC(=C1)C1=CC(=CC=C1)Br)C1=CC=CC=C1 4,6-bis(3-bromophenyl)-2-phenylpyrimidine